ClC1=C2C(=CNC2=CC=C1)C=O 4-CHLOROINDOLE-3-CARBALDEHYDE